OC1=C(C=C(C(=C1)O)C(C)C)C1=C(CN(O1)CC)C1=CC=C(C=C1)CN1CCOCC1 5-[2,4-dihydroxy-5-(1-methylethyl)phenyl]-n-ethyl-4-[4-(morpholin-4-ylmethyl)phenyl]isoxazole